NC=1SC=C(N1)/C=C/C1CCCC(N1C)=O (E)-6-(2-(2-aminothiazol-4-yl)vinyl)-1-methylpiperidin-2-one